FC1=CC=C(C=C1)C1=C(C=C2CNC(C2=C1)=O)OC([2H])([2H])C1=NN(C=C1)C 6-(4-fluorophenyl)-5-((1-methyl-1H-pyrazol-3-yl)methoxy-d2)isoindolin-1-one